4-oxacyclohexanecarboxaldehyde C1(CCOCC1)C=O